C(#N)C1=CC=C(S1)C1=CC(=C2C=CC=NC2=C1)C1(CC1)NC(C1=C(C=CC(=C1)OC[C@H]1N(CC1)C)C)=O (S)-N-(1-(7-(5-Cyanothiophen-2-yl)quinolin-5-yl)cyclopropyl)-2-methyl-5-((1-methylazetidin-2-yl)methoxy)benzamide